NC=1C(=CC(=C(C1)NC(C1=NC=CC(=C1)C(F)(F)F)=O)C)C N-(5-amino-2,4-dimethylphenyl)-4-(trifluoromethyl)picolinamide